BrC=1C=C2C(N(C=NC2=CC1)CCCC1=CC=C(C=C1)CN(C(OC(C)(C)C)=O)C)=O tert-butyl N-[[4-[3-(6-bromo-4-oxo-quinazolin-3-yl)propyl] phenyl] methyl]-N-methyl-carbamate